ClC(C1=NC(=NO1)C1=CC=2N(C=C1)C=C(N2)C(=O)N=S(=O)(C)C)(F)F 7-(5-(chlorodifluoromethyl)-1,2,4-oxadiazol-3-yl)-N-(dimethyl(oxo)-λ6-sulfaneylidene)imidazo[1,2-a]pyridine-2-carboxamide